FC(OC1=CC=C(C=C1)N(C=1C=NC=CC1C)C1CCNCC1)F N-(4-(Difluoromethoxy)phenyl)-4-methyl-N-(piperidin-4-yl)pyridin-3-amine